COC=1C=C(C(=NC1)C)CO (5-methoxy-2-methylpyridin-3-yl)methanol